(S)-6-(1-amino-1,3-dihydrospiro[indene-2,4'-piperidine]-1'-yl)-3-(1-(2-methoxy-6-methylpyridin-4-yl)vinyl)-1,5-dihydro-4H-pyrazole NC1C2=CC=CC=C2CC12CCN(CC2)[C@]2(C=C(C=C(N2)OC)C(=C)C2=NNCC2)C